COC1=C(CNC2=C(C(=O)OC)C(=C(C=C2F)F)F)C=CC(=C1)OC Methyl 2-((2,4-dimethoxybenzyl)amino)-3,5,6-trifluorobenzoate